N(=O)[O-].[NH4+] Ammonium nitrit